3-(4'-((1-methyl-1H-pyrazol-3-yl)methoxy)-[1,1'-biphenyl]-3-yl)piperidine-2,6-dione CN1N=C(C=C1)COC1=CC=C(C=C1)C1=CC(=CC=C1)C1C(NC(CC1)=O)=O